1-(6-((1r,4r)-4-(3-chloro-4-cyanophenoxy)cyclohexylcarbamoyl)pyridazin-3-yl)piperidine-4-carboxylic acid ClC=1C=C(OC2CCC(CC2)NC(=O)C2=CC=C(N=N2)N2CCC(CC2)C(=O)O)C=CC1C#N